C(#N)C1(CCN(CC1)C(=O)NC=1SC(=C(N1)C1=CC(=CC=C1)C#N)C1=CC(=NC(=C1)C1COC1)C)C 4-cyano-N-[4-(3-cyanophenyl)-5-[2-methyl-6-(oxetan-3-yl)-4-pyridyl]thiazol-2-yl]-4-methylpiperidine-1-carboxamide